(R)-7-cyano-N-(2-fluoro-3-hydroxy-3-methylbutyl)-4-(oxetan-3-ylamino)-5H-pyrido[3,2-b]indole-3-carboxamide C(#N)C=1C=CC=2C3=C(NC2C1)C(=C(C=N3)C(=O)NC[C@H](C(C)(C)O)F)NC3COC3